(5S,7S)-7-fluoro-2-[(R)-fluoromethylsulfinyl]-5-(3-fluorophenyl)-6,7-dihydro-5H-pyrrolo[1,2-b][1,2,4]triazole F[C@H]1C[C@H](N2N=C(N=C21)[S@@](=O)CF)C2=CC(=CC=C2)F